7-(trans-4-(2-Fluoro-6-methylphenyl)cyclohexyl)-3-methyl-5-((3-(trifluoromethyl)pyridin-2-yl)methyl)pyrido[2,3-b]pyrazin-6(5H)-one FC1=C(C(=CC=C1)C)[C@@H]1CC[C@H](CC1)C1=CC=2C(=NC(=CN2)C)N(C1=O)CC1=NC=CC=C1C(F)(F)F